ClC1=C(C=C(C=C1)C1=NC=C(C(=N1)N1CC(CC1)CNC(OC(C)(C)C)=O)CO)C(F)(F)F tert-butyl N-[[1-[2-[4-chloro-3-(trifluoromethyl)phenyl]-5-(hydroxymethyl) pyrimidin-4-yl]pyrrolidin-3-yl]methyl]carbamate